methyl 5-((4-bromo-6-fluoro-1H-indol-5-yl)thio)-2-fluorobenzoate BrC1=C2C=CNC2=CC(=C1SC=1C=CC(=C(C(=O)OC)C1)F)F